4-[(cyanomethyl)amino]-2-[(1-methyl-1H-pyrazol-4-yl)amino]pyrimidine-5-carboxamide C(#N)CNC1=NC(=NC=C1C(=O)N)NC=1C=NN(C1)C